ClC=1C=C2C(=CC(=NC2=CC1)C(F)(F)F)N[C@@H]1C[C@@H](CCC1)NC(C1=CC(=CC=C1)O)=O N-[(1R,3S)-3-{[6-chloro-2-(trifluoromethyl)quinolin-4-yl]amino}cyclohexyl]-3-hydroxybenzoamide